(3R)-3-(2-[(4S)-4-benzyl-2-oxo-1,3-oxazolidin-3-yl]-2-oxoethyl)pyrrolidine-1-carboxylic acid tert-butyl ester C(C)(C)(C)OC(=O)N1C[C@H](CC1)CC(=O)N1C(OC[C@@H]1CC1=CC=CC=C1)=O